[Si](C)(C)(C)C=1N=C(SC1)[N+]=1NN=NC1C TMS(methyl-thiazolyl-tetrazolium)